N[C@H]1CN(CCC1C1=CC=CC=C1)CC(CC)=O (R)-3-amino-4-phenyl-1-piperidylbutanone